(2-(6-(2-Ethyl-5-fluoro-4-hydroxyphenyl)-1H-indazol-3-yl)-4,6-dihydropyrrolo[3,4-d]imidazol-5(1H)-yl)keton C(C)C1=C(C=C(C(=C1)O)F)C1=CC=C2C(=NNC2=C1)C1=NC2=C(N1)CN(C2)C(=O)N2CC=1NC(=NC1C2)C2=NNC1=CC(=CC=C21)C2=C(C=C(C(=C2)F)O)CC